1-(5-((5-chloro-4-(5-cyclopropyl-1-((2-(trimethylsilyl)ethoxy)methyl)-1H-pyrazol-3-yl)pyrimidin-2-yl)amino)pyridin-3-yl)pyrrolidin-2-one ClC=1C(=NC(=NC1)NC=1C=C(C=NC1)N1C(CCC1)=O)C1=NN(C(=C1)C1CC1)COCC[Si](C)(C)C